CN1CC(C1)(C)[C@@](C=1C=C(C=NC1)C1=NOC(=N1)C1(CC1)O)(C1=CC=C(C=C1)C(C)C)O 1-(3-{5-[(R)-(1,3-dimethyl-azetidin-3-yl)-hydroxy-(4-isopropyl-phenyl)-methyl]-pyridin-3-yl}-[1,2,4]Oxadiazol-5-yl)-cyclopropanol